(2-nitrophenyl)methyl-4-hydroxypiperidin potassium [K].[N+](=O)([O-])C1=C(C=CC=C1)CN1CCC(CC1)O